C(CCCCCCCCCCCCC)(=O)C(CNC(CC(=O)O)=O)CC(CCCCCCCCCCCCC)=O 3-{(2,3-dimyristoyl-propyl)amino}-3-oxopropanoic acid